methyl 2-(4-cyano-3-fluorophenyl)-2-(2,5-dioxoimidazolidin-1-yl)acetate C(#N)C1=C(C=C(C=C1)C(C(=O)OC)N1C(NCC1=O)=O)F